2-[2-[2-[3-(1H-pyrazol-4-yl)-1-tetrahydropyran-2-yl-pyrazolo[3,4-c]pyridin-5-yl]oxyethoxy]ethoxy]ethanol N1N=CC(=C1)C1=NN(C2=CN=C(C=C21)OCCOCCOCCO)C2OCCCC2